FS(=O)(=O)C(=O)S(=O)(=O)F fluorosulfonyl ketone